(2R,5S)-5-(4-Bromobenzyl)-4-(4-(1,5-dimethyl-1H-1,2,4-triazol-3-yl)cyclohexyl)-2-((methylsulfonyl)methyl)morpholin BrC1=CC=C(C[C@H]2CO[C@H](CN2C2CCC(CC2)C2=NN(C(=N2)C)C)CS(=O)(=O)C)C=C1